[Si](C)(C)(C(C)(C)C)OC=1C=C(C=CC1)C1=CNC(=C2N1C(C(=N2)CC=2OC=CC2)=O)CC2=CC=C(C=C2)F (3-((tert-Butyldimethylsilyl)oxy)phenyl)-8-(4-fluorobenzyl)-2-(furan-2-ylmethyl)imidazo[1,2-a]pyrazin-3(7H)-one